NC1=C(C(=NC(=C1)C=1SC=CN1)C1=NC(=CC=C1)N1C[C@H](CC1)O)C#N (S)-4-amino-6'-(3-hydroxypyrrolidine-1-yl)-6-(thiazole-2-yl)-[2,2'-bipyridine]-3-carbonitrile